[4-[4-(aminomethyl)-1-oxo-2H-phthalazin-6-yl]-2-methylpyrazol-3-yl]-4-(o-tolyl)benzonitrile NCC1=NNC(C2=CC=C(C=C12)C1=C(N(N=C1)C)C1=C(C#N)C=CC(=C1)C1=C(C=CC=C1)C)=O